N,N'-dimethyl-N,N'-dioctylhexyl-ethoxy-malonamide CN(C(C(C(=O)N(CCCCCCCC)C)(OCC)CCCCCC)=O)CCCCCCCC